C1(CC1)S(=O)(=O)NC1=NC=CC(=N1)C1(CCOCC1)C(=O)NC1=CC=C(C=C1)C1=NC(=CN=C1)OCC 4-(2-(cyclopropanesulfonamido)pyrimidin-4-yl)-N-(4-(6-ethoxypyrazin-2-yl)phenyl)tetrahydro-2H-pyran-4-carboxamide